4-METHYLPHENYL 3-METHYLBUTANOATE CC(CC(=O)OC1=CC=C(C=C1)C)C